Cl.CN1C(=CC=C1)C(=O)O 1-methylpyrrole-2-carboxylate hydrochloride